2-(aminomethyl)-5-(4-methylthiazol-5-yl)phenol NCC1=C(C=C(C=C1)C1=C(N=CS1)C)O